ClC=1C=C2C(C(=O)NNC2=O)=CC1Cl 4,5-dichlorophthalhydrazide